FC1=NC=C(C(=C1C(C)C)NC(=O)N=S(=O)(N)C1=CN=C(S1)C(C)(C)O)C(C)C N'-((2-fluoro-3,5-diisopropylpyridin-4-yl)carbamoyl)-2-(2-hydroxypropan-2-yl)thiazole-5-sulfonimidamide